COC(C1=CC=CC=C1)(S(=O)(=O)N)C(C1=CC=CC=C1)=O methoxybenzoyl-toluenesulphonamide